C=1N=CN2C1C1=CC=CC=C1C2C2C(CC2(C)C)O 2-(5H-Imidazo[5,1-a]isoindol-5-yl)-3,3-dimethylcyclobutan-1-ol